2-(3,5-dichloro-4-((2,2-difluoro-2'-oxospiro[cyclobutane-1,3'-indoline]-5'-yl)oxy)phenyl)-3,5-dioxo-2,3,4,5-tetrahydro-1,2,4-triazine-6-carbonitrile ClC=1C=C(C=C(C1OC=1C=C2C3(C(NC2=CC1)=O)C(CC3)(F)F)Cl)N3N=C(C(NC3=O)=O)C#N